C(=O)O.NCCCC(=O)NCCNC(C1=C(C=C(C=C1)NC=1C=2N(C=CN1)C(=CN2)C2=C(C(=C(C=C2)OCC#N)F)F)CC)=O N-[2-(4-aminobutanoylamino)ethyl]-4-[[3-[4-(cyanomethoxy)-2,3-difluoro-phenyl]imidazo[1,2-a]pyrazin-8-yl]amino]-2-ethyl-benzamide formate